5-([[(2S,5S)-5-(2-oxo-2-[4-[5-(trifluoromethyl)pyridin-2-yl]piperazin-1-yl]ethyl)oxolan-2-yl]methyl]amino)-4-(trifluoromethyl)-2,3-dihydropyridazin-3-one O=C(C[C@@H]1CC[C@H](O1)CNC1=C(C(NN=C1)=O)C(F)(F)F)N1CCN(CC1)C1=NC=C(C=C1)C(F)(F)F